tert-Butyl 4-(3-ethyl-2-(1H-pyrrolo[2,3-b]pyridin-4-yl)-1H-indol-5-yl)piperidine-1-carboxylate C(C)C1=C(NC2=CC=C(C=C12)C1CCN(CC1)C(=O)OC(C)(C)C)C1=C2C(=NC=C1)NC=C2